e-aminohexanoic acid C(CCC(=O)O)CCN